Butyric acid 2-trimethylsilylethyl ester C[Si](CCOC(CCC)=O)(C)C